2-[2-(aminomethyl)-3,3-difluoro-allyl]-4-[6-(1-ethylpyrazol-4-yl)-2-pyridyl]-1,2,4-triazol-3-one NCC(CN1N=CN(C1=O)C1=NC(=CC=C1)C=1C=NN(C1)CC)=C(F)F